FC=1C=CC2=C([C@@H]3[C@H](O2)C3)C1CNC1=NC=C(C=3N1C=NN3)C=3C=1N(C(=CC3)C)N=CN1 N-(((1aR,6bR)-5-fluoro-1a,6b-dihydro-1H-cyclopropa[b]benzofuran-6-yl)methyl)-8-(5-methyl-[1,2,4]triazolo[1,5-a]pyridin-8-yl)-[1,2,4]triazolo[4,3-c]pyrimidin-5-amine